FC=1C=CC(=C(C1)C(C(=O)O)N1CC(C1)OCCCCCC1=NC=2NCCCC2C=C1)C1COCCC1 2-(5-fluoro-2-(tetrahydro-2H-pyran-3-yl)phenyl)-2-(3-((5-(5,6,7,8-tetrahydro-1,8-naphthyridin-2-yl)pentyl)oxy)azetidin-1-yl)acetic acid